COC1=CC=C(CN2C(C(CCC2)=O)=O)C=C1 1-(4-methoxybenzyl)piperidine-2,3-dione